Tert-butyl (1-((2-aminoethyl)amino)-3-methyl-1-oxobutan-2-yl)carbamate NCCNC(C(C(C)C)NC(OC(C)(C)C)=O)=O